N-(3-(((7-(1H-pyrazol-4-yl)-2,3-dihydrofuro[3,2-c]pyridin-4-yl)amino)methyl)phenyl)-5-(pyrrolidin-1-ylmethyl)thiazole-2-carboxamide N1N=CC(=C1)C=1C2=C(C(=NC1)NCC=1C=C(C=CC1)NC(=O)C=1SC(=CN1)CN1CCCC1)CCO2